C1(CCC1)NC(C[C@H](CCN(C1(CCCC1)C)C)NC(=O)C1=NN(C(=C1)C1=C(C=CC=C1)C(F)(F)F)C1CCCC1)=O (3S)-N-cyclobutyl-3-({1-cyclopentyl-5-[2-(trifluoromethyl)phenyl]-1H-pyrazol-3-yl}formamido)-5-[methyl(1-methylcyclopentyl)amino]pentanamide